N,N-bis(trimethylsilyl)aminopropylmethyldiethoxysilane C[Si](N([Si](C)(C)C)CCC[Si](OCC)(OCC)C)(C)C